N-((R)-8-(5-(2,3-dichlorophenyl)-6-methylpyrazin-2-yl)-8-azaspiro[4.5]decan-1-yl)-2-methylpropan-2-sulfinamide ClC1=C(C=CC=C1Cl)C=1N=CC(=NC1C)N1CCC2(CCC[C@H]2NS(=O)C(C)(C)C)CC1